ClC1=CC(=C(C=C1)NCC#CC=1N(C2=CC=CC(=C2C1)NC1CCC(CC1)N(C)C)CC(F)(F)F)OC (1S,4S)-N1-(2-(3-((4-chloro-2-methoxyphenyl)amino)prop-1-yn-1-yl)-1-(2,2,2-trifluoroethyl)-1H-indol-4-yl)-N4,N4-dimethylcyclohexane-1,4-diamine